decaethoxybisphenol A diacrylate C(C=C)(=O)O.C(C=C)(=O)O.C(C)OC(C(C1=C(C(=C(O)C(=C1OCC)OCC)OCC)OCC)(C(OCC)(OCC)OCC)C1=CC=C(C=C1)O)(OCC)OCC